2-chloro-4-(4-(naphthalene-2-yl)phenyl)-6-phenyl-1,3,5-triazine ClC1=NC(=NC(=N1)C1=CC=C(C=C1)C1=CC2=CC=CC=C2C=C1)C1=CC=CC=C1